cyanomethyl methyl-(phenyl)carbamodithioate CN(C(=S)SCC#N)C1=CC=CC=C1